N-(3-(2,6-dioxopiperidin-3-yl)phenyl)-3-fluoro-4-(piperidin-1-ylmethyl)benzamide O=C1NC(CCC1C=1C=C(C=CC1)NC(C1=CC(=C(C=C1)CN1CCCCC1)F)=O)=O